3-(3-(2,5-difluoro-4-methyl-3-(7-methylimidazo[1,2-a]pyridine-3-carboxamido)phenyl)-1,2,4-oxadiazol-5-yl)azetidine-1-carboxylic acid methyl ester COC(=O)N1CC(C1)C1=NC(=NO1)C1=C(C(=C(C(=C1)F)C)NC(=O)C1=CN=C2N1C=CC(=C2)C)F